FC(C1=C(C=C2CCCN(C2=C1)C=1N=C(C=C2C=CC=NC12)C(=O)OCC)C1CCNCC1)F Ethyl 8-(7-difluoromethyl-6-piperidin-4-yl-3,4-dihydro-2H-quinolin-1-yl)-[1,7]naphthyridine-6-carboxylate